hydrochloric acid HBr Br.Cl